calcium monothiosulfate hydrate O.S(=S)(=O)([O-])[O-].[Ca+2]